(4,4-difluoropiperidin-1-yl)-7-fluoroquinoline-2,6-diamine FC1(CCN(CC1)C=1C(=NC2=CC(=C(C=C2C1)N)F)N)F